methyl (E)-4-[2-[2-[2-[2-[2-[2-[2-[2-(2-hydroxyethoxy)ethoxy]ethoxy]ethoxy]ethoxy]ethoxy]ethoxy]ethoxy]ethyl-methyl-amino]but-2-enoate OCCOCCOCCOCCOCCOCCOCCOCCOCCN(C/C=C/C(=O)OC)C